(R)-4-(2-(tert-butylamino)-1-hydroxyethyl)-2-(hydroxymethyl)phenol C(C)(C)(C)NC[C@H](O)C1=CC(=C(C=C1)O)CO